CC1=C(C=CC=C1C)N1CCN(CC1)C(CN1N=C(C2=C1CCC2)C(=O)N2C[C@@H]1COCCN1CC2)=O 1-[4-(2,3-dimethylphenyl)piperazin-1-yl]-2-{3-[(9aR)-hexahydropyrazino[2,1-c][1,4]oxazine-8(1H)-carbonyl]-5,6-dihydrocyclopenta[c]pyrazol-1(4H)-yl}ethan-1-one